(E)-4-(6-(3-((tert-butyldimethylsilyl)oxy)prop-1-en-1-yl)-4-chloropyridin-2-yl)morpholine [Si](C)(C)(C(C)(C)C)OC/C=C/C1=CC(=CC(=N1)N1CCOCC1)Cl